C(#N)C=1C=C(C(=O)OC)C=C(C1O)C#N methyl 3,5-dicyano-4-hydroxybenzoate